4,4'-methylenebis(N,N-diglycidylaniline) C(C1=CC=C(N(CC2CO2)CC2CO2)C=C1)C1=CC=C(N(CC2CO2)CC2CO2)C=C1